8-cyclopentyl-2-methylsulfanyl-pyrido[2,3-d]Pyrimidin-7-one C1(CCCC1)N1C(C=CC2=C1N=C(N=C2)SC)=O